OC[C@H](C1=CC=CC=C1)NC1=NC(=NC=C1C(=O)O)NC=1C=C2CCNC(C2=CC1)=O 4-{[(1S)-2-hydroxy-1-phenylethyl]amino}-2-[(1-oxo-1,2,3,4-tetrahydroisoquinolin-6-yl)amino]pyrimidine-5-carboxylic acid